3-(2-(dimethylamino)ethyl)-1H-indol-4-yl nicotinate C(C1=CN=CC=C1)(=O)OC1=C2C(=CNC2=CC=C1)CCN(C)C